C1(CC1)OC12N(CC(CC1)C2)C(=O)C2(CC2)F cyclopropoxy-2-(1-fluorocyclopropane-1-carbonyl)-2-azabicyclo[2.2.1]heptan